CC1=CC=C(C(=O)NN)C=C1 2-(4-methylbenzoyl)hydrazine